C(N)(=O)CC=1C(NC(N([C@H]2[C@H](OC)[C@H](O)[C@@H](CO)O2)C1)=O)=O 5-carbamoylmethyl-2'-O-methyluridine